5-Nitroso-8-hydroxyquinoline N(=O)C1=C2C=CC=NC2=C(C=C1)O